3-(3-((5-methyl-4-((2,4-dimethoxybenzylidene)amino)-4H-1,2,4-triazol-3-yl)thio)propoxy)-5,7-dimethoxy-2-(3,4,5-trimethoxyphenyl)-4H-chromen-4-one CC=1N(C(=NN1)SCCCOC1=C(OC2=CC(=CC(=C2C1=O)OC)OC)C1=CC(=C(C(=C1)OC)OC)OC)N=CC1=C(C=C(C=C1)OC)OC